C(C)(C)(C)OC(=O)N1CC(N(C(C1)C)C(N)=S)C 4-thiocarbamoyl-3,5-dimethylpiperazine-1-carboxylic acid tert-butyl ester